FC=1C=C2CN(C(NC2=CC1)=O)C=1C=C(C=CC1)CC(=O)O 2-(3-(6-fluoro-2-oxo-1,4-dihydroquinazolin-3(2H)-yl)phenyl)acetic acid